ClC1=CC=C2C(=CC(=NC2=C1Cl)N1[C@@H]([C@H](CC1)O)C(=O)NCCC(=O)OC(C)(C)C)N1C=NC=C1 tert-Butyl 3-((2S,3S)-1-(7,8-dichloro-4-(1H-imidazol-1-yl)quinolin-2-yl)-3-hydroxypyrrolidine-2-carboxamido)propanoate